4-(morpholin-2-yl)pyridine 1-oxide N1CC(OCC1)C1=CC=[N+](C=C1)[O-]